[Sn].[Sn] Stannum Tin